CC1=C(OCC(=O)N[C@H]([C@H](C[C@H](CC2=CC=CC=C2)NC([C@@](C(C)C)(N2C(NCCC2)=O)C)=O)O)CC2=CC=CC=C2)C(=CC=C1)C (R)-N-((2S,4S,5S)-5-(2-(2,6-dimethylphenoxy)acetamido)-4-hydroxy-1,6-diphenylhexane-2-yl)-2,3-dimethyl-2-(2-oxotetrahydropyrimidin-1(2H)-yl)butanamide